(2R)-1-(cyclopropylamino)propan-2-ol C1(CC1)NC[C@@H](C)O